CC1=NN(C(=C1)C)C1=CC(=CC=C1)C(F)(F)F 3,5-dimethyl-1-(3-(trifluoromethyl)phenyl)-1H-pyrazole